[2-[3-(dimethylamino)anilino]-5,7-dihydropyrrolo[3,4-d]pyrimidin-6-yl]-(2-methoxyphenyl)methanone calcium anthraquinone-2,3-dicarboxylate C1=C(C(=CC=2C(C3=CC=CC=C3C(C12)=O)=O)C(=O)[O-])C(=O)[O-].[Ca+2].CN(C=1C=C(NC=2N=CC3=C(N2)CN(C3)C(=O)C3=C(C=CC=C3)OC)C=CC1)C